CC1=NN(C(=C1)C)CCN(CC[C@@H](C(=O)O)NC1=NC=NC(=C1)N(C)C)CCCCC1=NC=2NCCCC2C=C1 (S)-4-((2-(3,5-dimethyl-1H-pyrazol-1-yl)ethyl)(4-(5,6,7,8-tetrahydro-1,8-naphthyridin-2-yl)butyl)amino)-2-((6-(dimethylamino)pyrimidin-4-yl)amino)butanoic acid